tert-butyl((2-(3-(difluoromethoxy)-4-fluoro-1H-pyrazol-1-yl)-1,6-naphthyridin-7-yl)methyl)carbamate C(C)(C)(C)OC(NCC1=NC=C2C=CC(=NC2=C1)N1N=C(C(=C1)F)OC(F)F)=O